C[C@H]1[C@H]([C@H]([C@@H](C(O1)O[C@@H]2[C@H](OC([C@@H]([C@H]2OC3[C@@H]([C@H]([C@H]([C@H](O3)CO)O)O)NC(=O)C)NC(=O)C)O[C@H]([C@H](CO)NC(=O)C)[C@H]([C@@H](CO)O)O)CO)OC4[C@@H]([C@H]([C@H]([C@H](O4)CO)O)O)NC(=O)C)O)O The molecule is a branched amino pentasaccharide compound consisting of a D-GalNAc-(1->3)-[D-GalNAc-(1->2)-L-Fuc-(1->4)]-D-GlcNAc moiety attached to N-acetyl-D-galactosaminitol via a (1->3)-linkage. It has a role as a carbohydrate allergen.